CN(CC(=O)OCC)C=1C2=C(N=C(N1)C1=NC=CC(=C1)OCCOC1OCCCC1)CCC2 ethyl N-methyl-N-(2-(4-(2-((tetrahydro-2H-pyran-2-yl)oxy)ethoxy)pyridin-2-yl)-6,7-dihydro-5H-cyclopenta[d]pyrimidin-4-yl)glycinate